(3R)-4-amino-N-((2R)-1-methoxy-2-propanyl)-3-methyl-N-((6-(trifluoromethyl)-3-pyridazinyl)methyl)-1,3-dihydrofuro[3,4-c]quinoline-8-carboxamide NC1=NC=2C=CC(=CC2C2=C1[C@H](OC2)C)C(=O)N(CC=2N=NC(=CC2)C(F)(F)F)[C@@H](COC)C